(Z)-5-(4-Methylpyridin-3-yl)-3-(1-((5-morpholinopyridin-2-yl)amino)ethylidene)-1H-pyrrolo[2,3-c]pyridin-2(3H)-one CC1=C(C=NC=C1)C=1C=C/2C(=CN1)NC(\C2=C(\C)/NC2=NC=C(C=C2)N2CCOCC2)=O